OC1=C(C=C2C(=C(C(OC2=C1C=O)=O)C)CN1CCOCC1)OC 7-hydroxy-6-methoxy-3-methyl-4-(morpholinomethyl)-2-oxo-2H-chromene-8-carbaldehyde